3-(2,4-difluorophenyl)-N-(1-(4-fluoro-3-(2,2,2-trifluoroethoxy)phenyl)cyclopropyl)-3-hydroxybutanamide FC1=C(C=CC(=C1)F)C(CC(=O)NC1(CC1)C1=CC(=C(C=C1)F)OCC(F)(F)F)(C)O